N=1C=CN2N=C(C=CC21)C(=O)N2CCC(CC2)C2=C(C=CC=C2)C(F)(F)F imidazo[1,2-b]pyridazin-6-yl(4-(2-(trifluoromethyl)phenyl)piperidin-1-yl)methanone